CN1N=C(C2=CC=C(C=C12)C1=NOC(=N1)C1CCN(CC1)C(=O)[C@@H]1CN(C(O1)=O)C1=CC=CC=C1)C (S)-5-(4-(3-(1,3-dimethyl-1H-indazol-6-yl)-1,2,4-oxadiazol-5-yl)piperidine-1-carbonyl)-3-phenyloxazolidin-2-one